1-{[(2R,5R)-1-(2-{6-[Difluoro(phenyl)methyl]-3,3-dimethyl-1H,2H,3H-pyrrolo[3,2-c]pyridin-1-yl}-2-oxoethyl)-5-methylpiperazin-2-yl]methyl}-3-methylimidazolidin-2-one hydrochloride Cl.FC(C1=CC2=C(C=N1)C(CN2C(CN2[C@H](CN[C@@H](C2)C)CN2C(N(CC2)C)=O)=O)(C)C)(C2=CC=CC=C2)F